4-methoxy-3-(5-(1-((2-(trimethylsilyl)ethoxy)methyl)-1H-1,2,4-triazol-5-yl)pyridin-3-yl)phenyl(cyclohexylmethyl) carbamate C(N)(OC(C1CCCCC1)C1=CC(=C(C=C1)OC)C=1C=NC=C(C1)C1=NC=NN1COCC[Si](C)(C)C)=O